((1R)-1-(5-benzyl-3-((oxazole-4-carboxamido)methyl)-4,5-dihydroisoxazole-5-carboxamido)-3-Methylbutyl)boronic acid C(C1=CC=CC=C1)C1(CC(=NO1)CNC(=O)C=1N=COC1)C(=O)N[C@@H](CC(C)C)B(O)O